CN1C=CC=2C1=NC=C(C2)C2=CC=C(C=C2)CCCC(=O)NC=2C=NC=CC2 4-(4-(1-methyl-1H-pyrrolo[2,3-b]pyridin-5-yl)phenyl)-N-(pyridin-3-yl)butanamide